C(C1=CC=CC=C1)OC(=O)N1[C@H](C[C@@H](CC1)O[Si](C1=CC=CC=C1)(C1=CC=CC=C1)C(C)(C)C)C1=CC=C(C=C1)C(=O)OC |r| (±)-trans-4-((tert-butyldiphenylsilyl)oxy)-2-(4-(methoxycarbonyl)phenyl)piperidine-1-carboxylic acid benzyl ester